1-(9-(4-Acetoxybenzyl)-6-oxo-6,9-dihydro-1H-purin-2-yl)-1H-pyrazole-4-carboxylic acid ethyl ester C(C)OC(=O)C=1C=NN(C1)C=1NC(C=2N=CN(C2N1)CC1=CC=C(C=C1)OC(C)=O)=O